C(C)OC(=O)C=1NC2=CC(=CC(=C2C1)NC1=C2C=NN(C2=CC=C1)C(C)=O)NC(C)=O 4-((1-acetyl-1H-indazol-4-yl)amino)-6-acetylamino-1H-indole-2-carboxylic acid ethyl ester